3,5-diamino-N-[4-(4-methylpiperazin-1-yl)-3-pyridyl]-1H-pyrazole NC1=NN(C(=C1)N)C=1C=NC=CC1N1CCN(CC1)C